C1(CC1)C1=NC=NC(=C1C1=NC=CC(=N1)OC(C)C1=CC(=C(C(=C1)F)C=1N(C=C(N1)C(F)(F)F)C)F)OC 4'-cyclopropyl-4-(1-(3,5-difluoro-4-(1-methyl-4-(trifluoromethyl)-1H-imidazol-2-yl)phenyl)ethoxy)-6'-methoxy-2,5'-bipyrimidine